N1(CCCC1)C1=NC(=CC(=N1)N1CCN(CC1)CC([C@H]1CC[C@H]2[C@@H]3CCC4=CC(C=C[C@]4(C)C3=CC[C@]12C)=O)=O)N1CCCC1 21-[4-(2,6-bis(1-pyrrolidinyl)-4-pyrimidinyl)-1-piperazinyl]pregna-1,4,9(11)-triene-3,20-dione